ethyl (S)-5-(1-(tert-butoxycarbonyl) pyrrolidin-2-yl)-1,3,4-thiadiazole-2-carboxylate C(C)(C)(C)OC(=O)N1[C@@H](CCC1)C1=NN=C(S1)C(=O)OCC